C1(CC1)C1=CC=C(C=C1)N1N=C2CCN(C[C@@H]3C2=C1CCN3C(C3=C(N=C(C(=C3N)F)C(F)(F)F)N)=O)C(C=C)=O |o1:16| (S or R)-1-(2-(4-cyclopropylphenyl)-5-(2,4-diamino-5-fluoro-6-(trifluoromethyl)nicotinoyl)-2,3,4,5,5a,6,8,9-octahydro-7H-1,2,5,7-tetraazabenzo[cd]azulen-7-yl)prop-2-en-1-one